F[C@]1(C=2C=CC=NC2[C@H](CC1)O)C(=O)OC (5R,8S)-methyl 5-fluoro-8-hydroxy-5,6,7,8-tetrahydroquinoline-5-carboxylate